CN(C(=O)C1=NN2C(N=C(C=C2C2=CC=CC=C2)C2=CC=CC=C2)=C1)C1CN(C1)C N-Methyl-N-(1-methylazetidin-3-yl)-5,7-diphenylpyrazolo[1,5-a]pyrimidine-2-carboxamide